C1(=CC=CC2=CC=CC=C12)C1(CC1)N 1-(1-naphthyl)cyclopropanamine